Cl\C(=C(\F)/Cl)\F (Z)-1,2-dichloro-1,2-difluoroethylene